BrC=1C(N(C=C2C(=NN(C(C21)=O)C)N[C@H](C)C2=C(C(=CC=C2)C(F)F)F)C2(CC2)C(F)F)=O (R)-8-bromo-4-((1-(3-(difluoromethyl)-2-fluorophenyl)ethyl)amino)-6-(1-(difluoromethyl)cyclopropyl)-2-methylpyrido[3,4-d]pyridazine-1,7(2H,6H)-dione